CC1=NNC(=N1)C1=NC=CC(=C1)C1=NOC(=N1)C(F)(F)F 3-(2-(3-methyl-1H-1,2,4-triazol-5-yl)pyridin-4-yl)-5-(trifluoromethyl)-1,2,4-oxadiazole